tert-butyl 4-(6-methoxypyridin-3-yl)-4-cyanopiperidine-1-carboxylate COC1=CC=C(C=N1)C1(CCN(CC1)C(=O)OC(C)(C)C)C#N